(S)-N1-(1-(2-(2-Adamantylamino)-2-oxoethyl)-2-oxo-1,2-dihydropyridin-3-yl)-2-(4-methyl-2-(trifluoromethyl)thiazol-5-carboxamido)-5-oxohexandiamid C12C(C3CC(CC(C1)C3)C2)NC(CN2C(C(=CC=C2)NC([C@H](CCC(C(=O)N)=O)NC(=O)C2=C(N=C(S2)C(F)(F)F)C)=O)=O)=O